(S)-3-amino-3-(4-(4-(benzyloxy)naphthalen-1-yl)phenyl)propionic acid methyl ester hydrochloride Cl.COC(C[C@@H](C1=CC=C(C=C1)C1=CC=C(C2=CC=CC=C12)OCC1=CC=CC=C1)N)=O